iminomethyl isocyanate N=CN=C=O